[1,1'-bisdiphenylphosphinoferrocene] palladium (II) dichloride [Pd](Cl)Cl.C1(=CC=CC=C1)P([C-]1C=CC=C1)C1=CC=CC=C1.[C-]1(C=CC=C1)P(C1=CC=CC=C1)C1=CC=CC=C1.[Fe+2]